C(C)(=O)OCC(CC1=C(N(C2=CC=C(C=C12)C=1CN(CC1)C(=O)OC(C)(C)C)CC(F)(F)F)C=1C(=NC=CC1)[C@H](C)OC)(C)C tert-butyl (S)-3-(3-(3-acetoxy-2,2-dimethylpropyl)-2-(2-(1-methoxyethyl)pyridin-3-yl)-1-(2,2,2-trifluoroethyl)-1H-indol-5-yl)-2,5-dihydro-1H-pyrrole-1-carboxylate